[N+](=O)([O-])C=1C=C(C(=O)N2CCC=3C2=CN=CC3C3=CC=C(C#N)C=C3)C=CC1 4-[1-(3-nitrobenzoyl)-2,3-dihydro-1H-pyrrolo[2,3-c]pyridin-4-yl]benzonitrile